[Si](C)(C)(C(C)(C)C)OC1CCN(CC1)C1=CC=C(C=C1)B1OC(C(O1)(C)C)(C)C 4-((tert-butyldimethylsilyl)oxy)-1-(4-(4,4,5,5-tetramethyl-1,3,2-dioxaborolan-2-yl)phenyl)piperidine